C(#C)C=1C(=CC=C2C=C(C=C(C12)C1=CC=C2C(=NC(=NC2=C1F)OCC12CCCN2CCC1)N1C[C@@H](N(CC1)C(C(=C)F)=O)CC#N)O)F (S)-2-(4-(7-(8-ethynyl-7-fluoro-3-hydroxynaphthalen-1-yl)-8-fluoro-2-((tetrahydro-1H-pyrrolizin-7a(5H)-yl)methoxy)quinazolin-4-yl)-1-(2-fluoroacryloyl)piperazine-2-yl)acetonitrile